1-(trans-3-acetamidocyclobutyl)-4-chloro-N-(5-((4-fluorophenyl)ethynyl)-3-methylpyridin-2-yl)-1H-pyrazole-5-carboxamide C(C)(=O)N[C@@H]1C[C@H](C1)N1N=CC(=C1C(=O)NC1=NC=C(C=C1C)C#CC1=CC=C(C=C1)F)Cl